5-({4-[(1r,5s)-8-(cis-3-cyanocyclobutyl)-3,8-diazabicyclo[3.2.1]oct-3-yl]pyrimidin-2-yl}amino)-N,3-dimethylpyridine-2-carboxamide C(#N)[C@H]1C[C@H](C1)N1[C@H]2CN(C[C@@H]1CC2)C2=NC(=NC=C2)NC=2C=C(C(=NC2)C(=O)NC)C